octen-1-yl-Potassium succinate C(CCC(=O)O)(=O)O.C(=CCCCCCC)[K]